C(C)(C)(C)N(C(O)=O)C1=NC(=CC(=C1)CN(C)CC1=CC=CC=C1)N(C(O)=O)C(C)(C)C.CNC(C1=C(C=CC=C1)SC1=CC=C2C(=NN(C2=C1)C(=O)OCC)\C=C\C1=NC=CC=C1)=O N-methyl-2-((3-((E)-2-(2-pyridinyl)vinyl)-1-(ethoxycarbonyl)-1H-indazol-6-yl)thio)benzamide di-tert-butyl-(4-((benzyl(methyl)amino)methyl)pyridine-2,6-diyl)dicarbamate